3-(3,5-dichloro-4-hydroxybenzamido)-propane-1,2-diyl diacetate C(C)(=O)OCC(CNC(C1=CC(=C(C(=C1)Cl)O)Cl)=O)OC(C)=O